(3R,4R)-tert-butyl 3-hydroxy-4-(((1-methyl-1H-pyrazol-4-yl)oxy)methyl)pyrrolidine-1-carboxylate O[C@H]1CN(C[C@@H]1COC=1C=NN(C1)C)C(=O)OC(C)(C)C